COC(C1=CC(=C(C(=C1)NCC=1C=NC=CC1)N)F)=O.ClCC1=NC2=C(N1CC=1C=NC=CC1)C=C(C=C2F)C(=O)OC Methyl 2-(chloromethyl)-4-fluoro-1-(pyridin-3-ylmethyl)-1H-benzo[d]imidazole-6-carboxylate Methyl-4-amino-3-fluoro-5-((pyridin-3-yl)methyl)aminobenzoate